methyl 2-amino-5-cyclopentylbenzoate NC1=C(C(=O)OC)C=C(C=C1)C1CCCC1